1-methyl-3-methoxypropyl-imidazolium tetrafluoroborate F[B-](F)(F)F.CC(CCOC)C=1NC=C[NH+]1